C(#N)CC1CC1CN(C)C 2-(cyanomethyl)-3-((dimethylamino)methyl)cyclopropane